CN1CC(N(C[C@@H]1C(NCCCCCCCCCCCCCC)=O)CC1=CC=C(C(=O)N2C[C@H]([C@@H](C2)C(=O)N[C@@H]2[C@H](C2)C2=CC=CC=C2)C(=O)N[C@@H]2[C@H](C2)C2=CC=CC=C2)C=C1)=O (3S,4S)-1-(4-(((R)-4-methyl-2-oxo-5-(tetradecylcarbamoyl)piperazin-1-yl)methyl)benzoyl)-N3,N4-bis((1S,2R)-2-phenylcyclopropyl)pyrrolidine-3,4-dicarboxamide